FC1(CNCC[C@H]1N1CCN(CC1)C1=C(C2=C(N(C(N2C)=O)C2C(NC(CC2)=O)=O)C=C1)F)F 3-(5-(4-((R)-3,3-difluoropiperidin-4-yl)piperazin-1-yl)-4-fluoro-3-methyl-2-oxo-2,3-dihydro-1H-benzo[d]imidazol-1-yl)piperidine-2,6-dione